biphenyl diphosphonite P(O)OPO.C1(=CC=CC=C1)C1=CC=CC=C1